6-(octylamino)-1,3,5-triazine-2,4-dithiol C(CCCCCCC)NC1=NC(=NC(=N1)S)S